NC1=CC=C(C(=C1C(=O)N(C)C)F)C=1C(=C2C(=NC1)NC[C@]21C[C@@](CC1)(O)CC#N)Cl 6-Amino-3-((1R,3R)-4'-chloro-3-(cyanomethyl)-3-hydroxy-1',2'-dihydrospiro[cyclopentane-1,3'-pyrrolo[2,3-b]pyridin]-5'-yl)-2-fluoro-N,N-dimethylbenzamide